CC1=CC=CC(=N1)C1=NC=CC(=N1)NC1=NC(=NC=C1)NC1=CC=C(C=C1)N1CCC(CC1)N1CCOCC1 N4-[2-(6-methyl-2-pyridyl)pyrimidin-4-yl]-N2-[4-(4-morpholino-1-piperidyl)phenyl]pyrimidine-2,4-diamine